CS(=O)(=O)[C@@H]1C[C@H](N(C1)C(CNC(CCCOC1=CC=CC=C1)=O)=O)C(=O)O (2S,4R)-4-(methylsulfonyl)-1-((4-phenoxybutanoyl)glycyl)pyrrolidine-2-carboxylic acid